2,6-dihydroxy-3-nitro-4-ethoxybenzoate OC1=C(C(=O)[O-])C(=CC(=C1[N+](=O)[O-])OCC)O